1-((5-bromo-2-methylphenyl)sulfinyl)azetidine BrC=1C=CC(=C(C1)S(=O)N1CCC1)C